FC=1C=CC(=NC1)C=1C=C2C=C(C(N(C2=NC1)CCN1CCOCC1)=O)C(=O)NC1CC2(C1)CCC2 6-(5-fluoropyridin-2-yl)-1-(2-morpholinoethyl)-2-oxo-N-(spiro[3.3]hept-2-yl)-1,2-dihydro-1,8-naphthyridine-3-carboxamide